NC=1C=C(C=CC1)C(O)C1=C(C=CC=C1)OCC1=CC=CC=C1 (3-aminophenyl)(2-(benzyloxy)phenyl)methanol